tert-butyl N-[4-[[1-(4-amino-2-fluoro-phenyl)-4-piperidyl]methyl-methyl-amino]cyclohexyl]carbamate NC1=CC(=C(C=C1)N1CCC(CC1)CN(C1CCC(CC1)NC(OC(C)(C)C)=O)C)F